C1(CCC1)S(=O)(=O)N1CCCCC1 (cyclobutylsulfonyl)piperidin